(2R,3R)-5,7-bis(benzyloxy)-2-(3,5-bis(benzyloxy)-4-((ethylcarbamoyl)oxy)phenyl)chroman-3-yl 3,4,5-tris(benzyloxy)benzoate C(C1=CC=CC=C1)OC=1C=C(C(=O)O[C@H]2[C@H](OC3=CC(=CC(=C3C2)OCC2=CC=CC=C2)OCC2=CC=CC=C2)C2=CC(=C(C(=C2)OCC2=CC=CC=C2)OC(NCC)=O)OCC2=CC=CC=C2)C=C(C1OCC1=CC=CC=C1)OCC1=CC=CC=C1